(R)-N-(1-(6-methoxy-9H-pyrido[3,4-b]indol-1-yl)-2-phenylethyl)acetamide COC=1C=C2C3=C(NC2=CC1)C(=NC=C3)[C@@H](CC3=CC=CC=C3)NC(C)=O